O.[V].[Ca] calcium vanadium hydrate